C(#N)[C@H]1N(CSC1)C(CNC(=O)C1=CC=NC2=CC=C(C=C12)N1CC(C1)C(F)(F)F)=O (R)-N-(2-(4-Cyanothiazolidin-3-yl)-2-oxoethyl)-6-(3-(trifluoromethyl)azetidin-1-yl)-quinoline-4-carboxamide